O=C1C=C(N=C2N1C=CC=C2)C(=O)NCC=2N=C1N(C=C(C=C1)C1NCCNC1)C2 4-oxo-N-[(6-piperazin-2-yl-imidazo[1,2-a]pyridin-2-yl)methyl]pyrido[1,2-a]pyrimidine-2-carboxamide